(3S,4R)-3-fluoro-1-(4-((8-(4-hydroxy-4-methylpiperidin-1-yl)-5-isopropylisoquinolin-3-yl)amino)pyrimidin-2-yl)-4-methylpiperidin-4-ol F[C@H]1CN(CC[C@]1(O)C)C1=NC=CC(=N1)NC=1N=CC2=C(C=CC(=C2C1)C(C)C)N1CCC(CC1)(C)O